C(C)N1C=NC=C1 N-ethyl-imidazole